C1=CC=C(C=C1)C2=NN([N+](=N2)C3=CC=CC=C3)C4=CC=CC=C4.[Cl-] 2,3,5-Triphenyltetrazolium chloride